C(C=CC1=CC=CC=C1)(=O)C=1C(C(C(C1O)O)CCC(=C)C)=O cinnamoyl-3,4-dihydroxy-5-isopentenyl-cyclopent-2-enone